5-(2-amino-[1,2,4]triazolo[1,5-a]pyridin-7-yl)-2-chloro-N-(3-phenylbutyl)benzamide NC1=NN2C(C=C(C=C2)C=2C=CC(=C(C(=O)NCCC(C)C3=CC=CC=C3)C2)Cl)=N1